N1(CCCC2CCCCC12)C(CN1C(NC(C1=O)(C)C1=CC2=CC=C(C=C2C=C1)OC)=O)=O 3-[2-(decahydroquinolin-1-yl)-2-oxoethyl]-5-(6-methoxynaphthalen-2-yl)-5-methylimidazolidine-2,4-dione